N[C@@H](C)C1=CC=C(C=C1)NC1=NC=C(C=C1)[N+](=O)[O-] (S)-N-(4-(1-aminoethyl)phenyl)-5-nitropyridin-2-amine